NC=1C=CC(=C(OC2CCN(CC2)C(=O)C=2C=NC=CC2)C1)C (4-(5-amino-2-methylphenoxy)piperidin-1-yl)(pyridin-3-yl)methanone